(4-fluorobenzyl)(methyl)((6-(5-(trifluoromethyl)-1,2,4-oxadiazol-3-yl)pyridin-3-yl)imino)-λ6-sulfanone FC1=CC=C(CS(=O)(=NC=2C=NC(=CC2)C2=NOC(=N2)C(F)(F)F)C)C=C1